(E)-5-Chloro-1-methyl-[3,3'-biindolinylidene]-2,2'-dione ClC=1C=C2\C(\C(N(C2=CC1)C)=O)=C\1/C(NC2=CC=CC=C12)=O